C(CCCCCCC\C=C/C\C=C/CCCCC)OC1N(CCC1)CCCOCCCCCCCC 2-[(9Z,12Z)-octadeca-9,12-dien-1-yloxy]-1-[((octyloxy)methyl)ethyl]pyrrolidine